(Z)-2-((2,3-bis(methoxymethoxy)benzyloxy)imino)-2-(2-(tritylamino)thiazol-4-yl)acetic acid COCOC1=C(CO\N=C(/C(=O)O)\C=2N=C(SC2)NC(C2=CC=CC=C2)(C2=CC=CC=C2)C2=CC=CC=C2)C=CC=C1OCOC